N-[(4-{6-chloroimidazo[1,2-a]pyridine-3-sulfonyl}phenyl)methyl]thieno[2,3-c]pyridine-2-carboxamide ClC=1C=CC=2N(C1)C(=CN2)S(=O)(=O)C2=CC=C(C=C2)CNC(=O)C2=CC=1C(=CN=CC1)S2